N-(4-methoxy-2-(4-methylpiperazine-1-yl)-5-((6-((R)-3-(3-(trifluoromethyl)phenyl)isoxazolidine-2-yl)pyrimidine-4-yl)amino)phenyl)acrylamide COC1=CC(=C(C=C1NC1=NC=NC(=C1)N1OCC[C@@H]1C1=CC(=CC=C1)C(F)(F)F)NC(C=C)=O)N1CCN(CC1)C